tert-butyl (R)-(1-(2-(7-chloro-1-(cyclopropylmethyl)-1H-pyrrolo[2,3-c]pyridin-2-yl)-3-methylpyrazolo[1,5-a]pyridine-6-carbonyl)piperidin-3-yl)carbamate ClC=1N=CC=C2C1N(C(=C2)C2=NN1C(C=CC(=C1)C(=O)N1C[C@@H](CCC1)NC(OC(C)(C)C)=O)=C2C)CC2CC2